(4,4,4-trifluorobutoxy)pyrazine FC(CCCOC1=NC=CN=C1)(F)F